O(C1=CC=CC=C1)CCN(CC[C@@H](C(=O)O)NC1=NC(=NC2=CC=CC=C12)C=1C=NC=CC1)CCCCC1=NC=2NCCCC2C=C1 (S)-4-((2-phenoxyethyl)(4-(5,6,7,8-tetrahydro-1,8-naphthyridin-2-yl)butyl)amino)-2-((2-(pyridin-3-yl)quinazolin-4-yl)amino)butanoic acid